C(C)(C)(C)OC(=O)N1C2CN(CC1CC2)C2=CC=C(C=N2)B(O)O (6-(8-(Tert-Butoxycarbonyl)-3,8-diazabicyclo[3.2.1]oct-3-yl)pyridin-3-yl)boronic acid